3-(2-((6-chloro-1H-pyrazolo[3,4-b]pyridin-4-yl)oxy)propan-2-yl)azetidine-1-carboxylic acid tert-butyl ester C(C)(C)(C)OC(=O)N1CC(C1)C(C)(C)OC1=C2C(=NC(=C1)Cl)NN=C2